5-bromo-2-(dimethylphosphoryl)pyridine BrC=1C=CC(=NC1)P(=O)(C)C